[Se](=O)([O-])[O-].[Bi+]=O.[Bi+]=O bismuth oxide selenite